ClC1=C(C=C(C=C1)F)C1=CC=C(N=N1)OCC1C[C@@H]2[C@@H](CN(C2)CC2=CC=C(C=C2)F)C1 (3aR,6aS)-5-[[6-(2-chloro-5-fluoro-phenyl)pyridazin-3-yl]oxymethyl]-2-[(4-fluorophenyl)methyl]-3,3a,4,5,6,6a-hexahydro-1H-cyclopenta[c]pyrrole